FC1CCN(CC1)C1=CC=C(C=C1)NC1=CC2=C(N(C(N2C)=O)C)C=C1 5-((4-(4-Fluoropiperidin-yl)phenyl)amino)-1,3-dimethyl-1,3-dihydro-2H-benzo[d]imidazol-2-one